C(C)(C)(C)C=1C=C(NN1)NC(=O)NC1=CC=C(C=C1)N1C=NC2=C1C=CC(=C2)OCCCCCC 1-(5-tert-butyl-2H-pyrazol-3-yl)-3-[4-(5-hexyloxyl-benzimidazol-1-yl)-phenyl]-urea